C[C@@]12[C@H]([C@@H]3CCC=4C=C(C=CC4[C@H]3CC1)O)CCC21OCCCO1 (8R,9S,13S,14S)-13-Methyl-6,7,8,9,11,12,13,14,15,16-decahydrospiro[cyclopenta[a]phenanthrene-17,2'-[1,3]dioxan]-3-ol